C(CC)C1(CC2=CC=CC=C2C=C1)C(=O)[O-] 2-propyl-2-naphthoate